NC1=CC=C(C2=CC=CC=C12)C=O 1-AMINONAPHTHALENE-4-CARBOXALDEHYDE